(pyrimidin-4-ylamino)butanoic acid N1=CN=C(C=C1)NC(C(=O)O)CC